N[C@H](C(=O)NC1=C(C(=C(C=C1)Br)Cl)C(C1=C(C=CC=C1F)F)=O)C (2S)-2-amino-N-[4-bromo-3-chloro-2-(2,6-difluorobenzoyl)phenyl]propanamide